1-Methyl-4-{4-methyl-4-[5-(prop-2-yl)-1,3-benzoxazol-2-yl]piperidin-1-yl}-2-oxo-1,2-dihydro-quinoline-3-carbonitrile CN1C(C(=C(C2=CC=CC=C12)N1CCC(CC1)(C=1OC2=C(N1)C=C(C=C2)C(C)C)C)C#N)=O